CC(C(=O)O)OCC methyl-ethoxyacetic acid